N-(5-((3R,5S)-3,5-dimethylpiperazin-1-yl)pyridin-2-yl)-7-methoxy-2-methylimidazo[1,2-a]pyridine-6-carboxamide C[C@@H]1CN(C[C@@H](N1)C)C=1C=CC(=NC1)NC(=O)C=1C(=CC=2N(C1)C=C(N2)C)OC